2-(benzyloxy)-6-fluoro-4-(hydroxymethyl)benzonitrile C(C1=CC=CC=C1)OC1=C(C#N)C(=CC(=C1)CO)F